1-(2-chloro-4-(3-hydroxy-5'-(1-isopropyl-1,6-diazaspiro[3.4]octan-6-yl)-6-methyl-6'-(methylamino)-[2,3'-bipyridin]-4-yl)phenyl)-3-methyl-1H-imidazol-2(3H)-one ClC1=C(C=CC(=C1)C1=C(C(=NC(=C1)C)C=1C=NC(=C(C1)N1CC2(CCN2C(C)C)CC1)NC)O)N1C(N(C=C1)C)=O